[Si](C)(C)(C(C)(C)C)C[C@@H]1CC[C@H](CC1)O Trans-4-(t-Butyldimethylsilanylmethyl)cyclohexanol